2-[(2S,5R)-2-(4-acetamidocyclohexyl)-5-methyl-1-piperidyl]-N-(6-amino-5-methyl-3-pyridyl)-2-oxo-acetamide C(C)(=O)NC1CCC(CC1)[C@H]1N(C[C@@H](CC1)C)C(C(=O)NC=1C=NC(=C(C1)C)N)=O